FCCC(C1=CC=C(C=C1)F)N1N=CC(=C1)C1=NC(=NC=C1)C1=CC=2N(C=C1)N=C(N2)N 7-(4-(1-(3-fluoro-1-(4-fluorophenyl)propyl)-1H-pyrazol-4-yl)pyrimidin-2-yl)-[1,2,4]triazolo[1,5-a]pyridin-2-amine